2-hydroxy-4,6-dimethoxypyrimidine OC1=NC(=CC(=N1)OC)OC